C1(=CC=CC=C1)S(=O)(=O)OC1=CC=C(C=C1)NC(C1=CC(=CC=C1)C1=CC=C2C(=N1)N=NN2)=O 4-(3-(1H-[1,2,3]triazolo[4,5-b]pyridin-5-yl)benzamido)phenyl benzenesulfonate